1-(7-((3,3-difluorocyclopentyl)oxy)-3,4-dihydroisoquinolin-2(1H)-yl)prop-2-en-1-one FC1(CC(CC1)OC1=CC=C2CCN(CC2=C1)C(C=C)=O)F